COC[C@@H]1C[C@@H](CCC1)C1=NC2=CC=C(C=C2C=C1)CN1C[C@H](CC1)OC=1C=C2CN(C(C2=CC1)=O)C1C(NC(CC1)=O)=O 3-(5-(((S)-1-((2-((1R,3S)-3-(Methoxymethyl)cyclohexyl)quinolin-6-yl)methyl)pyrrolidin-3-yl)oxy)-1-oxoisoindolin-2-yl)piperidine-2,6-dione